(S)-Ethyl-2'-amino-6'-isobutyl-5-methoxy-2,5',7'-trioxo-1'-phenyl-1',5',6',7'-tetrahydrospiro[indoline-3,4'-pyrrolo[3,4-b]-pyridine]-3'-carboxylate C(C)OC(=O)C=1[C@]2(C3=C(N(C1N)C1=CC=CC=C1)C(N(C3=O)CC(C)C)=O)C(NC3=CC=C(C=C32)OC)=O